3-difluoromethyl-1-methyl-1H-pyrazole-4-carboxylic acid [2-(3,4,5-trifluorophenyl)-1-methyl-ethyl]-methoxy-amide FC=1C=C(C=C(C1F)F)CC(C)N(C(=O)C=1C(=NN(C1)C)C(F)F)OC